ClC1=NC(=CC(=N1)N1C(CCC1)(CC)CO)Cl (1-(2,6-dichloropyrimidin-4-yl)-2-ethylpyrrolidin-2-yl)methanol